C(=O)O.C1N(CC12CCNCC2)C=2SC1=C(N=NC(=C1)C1=C(C=C(C=C1)C=1C(=NNC1)F)O)N2 2-[6-(2,7-diazaspiro[3.5]non-2-yl)[1,3]thiazolo[4,5-c]pyridazin-3-yl]-5-(3-fluoro-1H-pyrazol-4-yl)phenol formate salt